C(CC(O)(C(=O)O)CC(=O)O)(=O)O.N1N=CC(=C1)C=1SC=C(N1)C(=O)N.N1N=CC(=C1)C=1SC=C(N1)C(=O)N 2-(1H-pyrazol-4-yl)thiazole-4-carboxamide hemi-citrate